ClC=1C=CC(=C(C1)NC1=NC=NC2=CC(=C(C=C12)N)C#CC1[C@@H]2CN(C[C@H]12)C)F N4-(5-chloro-2-fluorophenyl)-7-(((1R,5S,6s)-3-methyl-3-azabicyclo[3.1.0]hexan-6-yl)ethynyl)quinazoline-4,6-diamine